CC1=CC=C(C=C1)N toluidine